4-(4-(4-(3-Phenyl-5,6-dihydroimidazo[1,2-d]pyrido[4,3-f][1,4]oxazepin-2-yl)benzyl)piperazin-1-yl)pyrimidine-2-carbonitrile C1(=CC=CC=C1)C1=C(N=C2N1CCOC1=C2C=CN=C1)C1=CC=C(CN2CCN(CC2)C2=NC(=NC=C2)C#N)C=C1